[I-].BrC1=CC=C(C=C1)/N=N/C1=CN(C=2C=CC=C(C12)[N+](C)(C)C)C (E)-3-((4-bromophenyl)diazenyl)-N,N,N,1-tetramethyl-1H-indol-4-aminium iodide